C(C)(=O)N1[C@@](C(C2=CC=CC=C12)=C)(C(=O)NC(C)(C)C)C1=NC=C(C=C1)Cl |r| (±)-1-acetyl-N-tert-butyl-2-(5-chloropyridin-2-yl)-3-methyleneindoline-2-carboxamide